2,6-difluoro-5-(trifluoromethyl)phenol FC1=C(C(=C(C=C1)C(F)(F)F)F)O